BrC=1C=C2C=NN(C2=C(C1)C(=O)N[C@@H](C)C1=CC=C(C(=O)OC)C=C1)CC1=CC2=CC=CC=C2C=C1 methyl (S)-4-(1-(5-bromo-1-(naphthalen-2-ylmethyl)-1H-indazole-7-carboxamido)ethyl)benzoate